C12OCC(C1)(C2)C=2C=CC(=C(C2)S(=O)(=O)Cl)OC 5-(2-oxabicyclo[2.1.1]hexan-4-yl)-2-methoxybenzenesulfonyl chloride